CC(C)(CCC=C)CC(=O)N (2-methylhex-5-en-2-yl)acetamide